C(C)(C)OC(=O)C1=CC2=C(N(C(=N2)C2=CC=3C(=NC(=CC3)[C@@H](C)NC([C@H](CC=C)OC)=O)N2CCCC=C)C)C(=C1)OC 7-methoxy-2-(6-((R)-1-((S)-2-methoxypent-4-enamido)ethyl)-1-(pent-4-en-1-yl)-1H-pyrrolo[2,3-b]pyridin-2-yl)-1-methyl-1H-benzo[d]imidazole-5-carboxylic acid isopropyl ester